1-chloro-3-((trifluoromethanesulfonyl)ethynyl)benzene ClC1=CC(=CC=C1)C#CS(=O)(=O)C(F)(F)F